6-(4-((2R,6S)-4-acryloyl-1-ethyl-6-(trifluoromethyl)piperazin-2-yl)-6-chloropyridin-2-yl)-N-methylpyrimidine-4-carboxamide C(C=C)(=O)N1C[C@H](N([C@@H](C1)C(F)(F)F)CC)C1=CC(=NC(=C1)Cl)C1=CC(=NC=N1)C(=O)NC